(aminoethoxy) ethoxy-2-(acetylamino)-2-deoxy-beta-D-galactopyranoside C(C)O[C@]1(OOCCN)[C@@H]([C@@H](O)[C@@H](O)[C@H](O1)CO)NC(C)=O